C(N)(OC(C)C1=CC(=CC=C1)Cl)=O 1-(3-chlorophenyl)ethyl carbamate